FC(CN1CC(CCC1C(F)(F)F)N)(C)C (2-fluoro-2-methylpropyl)-6-(trifluoromethyl)piperidin-3-amine